The molecule is a sulfonium betaine obtained by deprotonation of the carboxy groups and protonation of the amino group of S-adenosyl-S-carboxymethyl-L-homocysteine. Major microspecies at pH 7.3 It is a L-alpha-amino acid zwitterion and a sulfonium betaine. It is a conjugate base of a S-adenosyl-S-carboxymethyl-L-homocysteine. C1=NC(=C2C(=N1)N(C=N2)[C@H]3[C@@H]([C@@H]([C@H](O3)C[S+](CC[C@@H](C(=O)[O-])[NH3+])CC(=O)[O-])O)O)N